(E)-2-methyl-14,14-bis((E)-2-methyl-3-morpholino-9-oxo-12-oxa-2,4,8-triazatridec-3-en-13-yl)-3-morpholino-9,16-dioxo-12-oxa-2,4,8,15-tetraazaicos-3-en-20-oic acid CN(C)/C(=N\CCCNC(CCOCC(NC(CCCC(=O)O)=O)(COCCC(NCCC/N=C(\N(C)C)/N1CCOCC1)=O)COCCC(NCCC/N=C(\N(C)C)/N1CCOCC1)=O)=O)/N1CCOCC1